O1CCN(CC1)C1=C2C(=NC=C1)NC=C2C=2C=C(C#N)C=CC2 3-(4-morpholino-1H-pyrrolo[2,3-b]pyridin-3-yl)benzonitrile